5-[3-[(1R)-1-(4-ethoxy-2-pyridyl)-2,2-difluoro-ethoxy]-1-methyl-pyrazolo[3,4-c]pyridazin-5-yl]-1H-pyrimidine-2,4-dione C(C)OC1=CC(=NC=C1)[C@H](C(F)F)OC1=NN(C2=NN=C(C=C21)C=2C(NC(NC2)=O)=O)C